O=C1N(C(CC1)=O)OC(CCCCCCCCCCCCCCCCCCCCC(=O)O)=O 22-((2,5-dioxopyrrolidin-1-yl)oxy)-22-oxobehenic acid